CN(CCCCCCNCCCCCCN(C)C)C Bis(6-dimethylamino-hexyl)amin